1,8-Diamino-p-Menthan NC1(CCC(CC1)C(C)(C)N)C